O=C1NC(CCC1N1C(C2=CC=C(C=C2C1)C(=O)N[C@@H](C(F)(F)F)C1=CC(=CC=C1)N1CCN(CC1)C)=O)=O 2-(2,6-dioxopiperidin-3-yl)-1-oxo-N-((R)-2,2,2-trifluoro-1-(3-(4-methylpiperazin-1-yl)phenyl)ethyl)isoindoline-5-carboxamide